CC(C(=O)N1CC2(CC2)C[C@H]1C(=O)N[C@@H](C[C@H]1C(NCC1)=O)C(COC(F)(F)F)=O)(C)C1=CC(=CC=C1)C(F)(F)F (S)-5-(2-methyl-2-(3-(trifluoromethyl)phenyl)propanoyl)-N-((S)-3-oxo-1-((S)-2-oxopyrrolidin-3-yl)-4-(trifluoromethoxy)butan-2-yl)-5-azaspiro[2.4]heptane-6-carboxamide